CN1N=C(C=C1NC1=NC=C(C=N1)C(=O)O)C1=CC=CC=C1 2-(1-methyl-3-phenyl-1H-pyrazol-5-ylamino)pyrimidine-5-carboxylic acid